NCCC(=O)NC1=C(C=CC=C1)/N=C/1\C=C(OC2=C1C=C(C=C2)F)C2=CC1=C(N=C(O1)N)C=C2 (E)-3-amino-N-(2-((2-(2-aminobenzooxazol-6-yl)-6-fluoro-4H-benzopyran-4-ylidene)amino)phenyl)propanamide